C(CCCCCCCCCCC)(=O)O.S1OC=C1 Thioxetine laurate